3-({[(4S)-7-(thiophen-3-yl)-3,4-dihydro-2H-1-benzopyran-4-yl]methyl}amino)pyridine-4-carboxylic acid methyl ester COC(=O)C1=C(C=NC=C1)NC[C@H]1CCOC2=C1C=CC(=C2)C2=CSC=C2